C1=CNC=2C(=NC=3C=CC=CC3C21)CN(C(CCCN(CC)CC)C)C N4-((3H-pyrrolo[2,3-c]quinolin-4-yl)methyl)-N1,N1-diethyl-N4-methylpentane-1,4-diamine